(R)-N-(4-(4-amino-7-methyl-5-(4-(pyrrolidine-1-carbonyl)cyclohex-1-en-1-yl)-7H-pyrrolo[2,3-d]pyrimidin-6-yl)-3-chlorophenyl)methacrylamide NC=1C2=C(N=CN1)N(C(=C2C2=CC[C@@H](CC2)C(=O)N2CCCC2)C2=C(C=C(C=C2)NC(C(=C)C)=O)Cl)C